C1=CN2CC(CC3=CC=CC1=C23)N(C2CN(CC2)C(=O)OC(C)(C)C)C tert-butyl 3-((5,6-dihydro-4H-pyrrolo[3,2,1-ij]quinolin-5-yl)(methyl)amino)pyrrolidine-1-carboxylate